3-(4-chlorophenyl)-N-(2-(nicotinamido)ethyl)-1,2,4-oxadiazole-5-carboxamide ClC1=CC=C(C=C1)C1=NOC(=N1)C(=O)NCCNC(C1=CN=CC=C1)=O